C(C)OC1=C(C=CC(=C1F)F)[C@H]1[C@@H](O[C@]([C@H]1C)(C(F)(F)F)C)C(=O)O (2R,3S,4S,5R)-3-(2-ethoxy-3,4-difluorophenyl)-4,5-dimethyl-5-(trifluoromethyl)tetrahydrofuran-2-carboxylic acid